BrC1=C(C=C(C=C1)S(=O)(=O)N(CC1=CC=C(C=C1)OC)CC1=CC=C(C=C1)OC)C(C)(C)O 4-bromo-3-(2-hydroxypropan-2-yl)-N,N-bis(4-methoxybenzyl)benzenesulfonamide